methyl 6-(2-bromo-6-chloropyridin-4-yl)piperazine-2-carboxylate BrC1=NC(=CC(=C1)C1CNCC(N1)C(=O)OC)Cl